C1(=CC=CC=C1)C=1OC2=C(N1)C=CC(=C2)C2=CC=C(C=C2)NC2=CC=C(C=C2)C2=CC1=C(N=C(O1)C1=CC=CC=C1)C=C2 N,N-bis{4-(2-phenyl-benzooxazole-6-yl)-phenyl}-amine